N-(4-cyanomethylphenyl)-5-methyl-2-(1-methylethyl)cyclohexanecarboxamide C(#N)CC1=CC=C(C=C1)NC(=O)C1C(CCC(C1)C)C(C)C